8-fluoro-2-(7-methyl-7-azaspiro[3.5]nonan-3-yl)-3,4-dihydro-1H-isoquinoline-6-carbohydroxamic acid FC=1C=C(C=C2CCN(CC12)C1CCC12CCN(CC2)C)C(=O)NO